2-[(4-{5-[(2,4-dimethylphenoxy)methyl]furan-2-carbonyl}piperazin-1-yl)methyl]-1-{[(2S)-oxetan-2-yl]methyl}-1H-1,3-benzodiazole-6-carboxylic acid CC1=C(OCC2=CC=C(O2)C(=O)N2CCN(CC2)CC2=NC3=C(N2C[C@H]2OCC2)C=C(C=C3)C(=O)O)C=CC(=C1)C